2-((S)-3-((S)-sec-butyl)-7-chloro-2-oxo-5-phenyl-2,3-dihydro-1H-benzo[e][1,4]diazepin-1-yl)-N-(methylsulfonyl)acetamide [C@H](C)(CC)[C@@H]1N=C(C2=C(N(C1=O)CC(=O)NS(=O)(=O)C)C=CC(=C2)Cl)C2=CC=CC=C2